[Cl-].OC(C[N+](C)(C)C)COC1=CC=2C(C3=CC=CC=C3SC2C(=C1C)C)=O 2-hydroxy-3-(3,4-dimethyl-9-oxo-9H-thioxanthene-2-yloxy)-N,N,N-trimethyl-1-propanaminium chloride